r-(tert-butoxycarbonyl)-7-formyl-3'-hydroxy-2H-spiro[benzofuran-3,4'-piperidine]-6-carboxylic acid C(C)(C)(C)OC(=O)N1C[C@@H](C2(CC1)COC1=C2C=CC(=C1C=O)C(=O)O)O